(2S,3R)-3-azido-1-(3-cyano-6-methyl-4-(trifluoromethyl)pyridin-2-yl)-N-(prop-2-yn-1-yl)-N-(m-tolyl)pyrrolidine-2-carboxamide N(=[N+]=[N-])[C@H]1[C@H](N(CC1)C1=NC(=CC(=C1C#N)C(F)(F)F)C)C(=O)N(C=1C=C(C=CC1)C)CC#C